FC1=C(C=C(C=C1C)C1=C(C=C(C=C1C)C(C)(C)O)O)CCC(=O)[O-] 3-[4-fluoro-2'-hydroxy-4'-(2-hydroxypropan-2-yl)-5,6'-dimethyl-[1,1'-biphenyl]-3-yl]propanoate